3-(4-((1R,5S)-3,8-diazabicyclo[3.2.1]octan-3-yl)-5,6-difluoro-1-oxoisoindoline-2-yl)piperidine-2,6-dione [C@H]12CN(C[C@H](CC1)N2)C2=C1CN(C(C1=CC(=C2F)F)=O)C2C(NC(CC2)=O)=O